5'-((dimethylamino)methyl)-2'-((5-methoxy-1-methyl-1H-pyrazole-3-yl)methyl)-7'-((2-(methylamino)-1H-imidazol-1-yl)methyl)-2',3'-dihydro-1'H-spiro[cyclopropan-1,4'-isoquinoline] CN(C)CC1=C2C3(CN(CC2=CC(=C1)CN1C(=NC=C1)NC)CC1=NN(C(=C1)OC)C)CC3